((2,2,2-trifluoro-1-(2-fluoro-2'-(methoxymethyloxy)-5'-morpholino-[1,1'-biphenyl]-4-yl) ethyl) amino) pentanoate C(CCCC)(=O)ONC(C(F)(F)F)C1=CC(=C(C=C1)C1=C(C=CC(=C1)N1CCOCC1)OCOC)F